N-tert.-Butyl-4-[(2-methoxyphenyl)methylcarbamoylamino]pyridin C(C)(C)(C)N1CC=C(C=C1)NC(NCC1=C(C=CC=C1)OC)=O